2,2,4-trimethyl-3-ethylpentane CC(C)(C(C(C)C)CC)C